(R)-2-amino-N-((S)-1-(((6-amino-2-methylpyridin-3-yl)methyl)amino)-1-oxopropan-2-yl)-4-phenylbutanamide dihydrochloride Cl.Cl.N[C@@H](C(=O)N[C@H](C(=O)NCC=1C(=NC(=CC1)N)C)C)CCC1=CC=CC=C1